glyceryl caproate (tri(ethylhexanoate)) C(C)C(C(=O)O)CCCC.C(C)C(C(=O)O)CCCC.C(C)C(C(=O)O)CCCC.C(CCCCC)(=O)OCC(O)CO